Tetrahydro-2H-pyran-3-ylacetic acid benzyl ester C(C1=CC=CC=C1)OC(CC1COCCC1)=O